2,6-dichloro-3-nitrobenzenesulfonic acid ClC1=C(C(=CC=C1[N+](=O)[O-])Cl)S(=O)(=O)O